Methyl 4-chloro-5-(2-oxo-3-(3,4,5-trifluorobenzyl)pyrrolidin-1-yl)-1H-pyrrole-2-carboxylate ClC=1C=C(NC1N1C(C(CC1)CC1=CC(=C(C(=C1)F)F)F)=O)C(=O)OC